(R)-3-amino-4-(3-tolyl)-butyric acid N[C@@H](CC(=O)O)CC=1C=C(C=CC1)C